C(\C=C\CCCCC)=O (2E)-2-octenal